CN1C(C=NC=2C=NC(=NC12)NC)=O 8-methyl-2-(methylamino)pteridin-7(8H)-one